amino-1H-3-pyrazolecarboxamide NN1N=C(C=C1)C(=O)N